2-hydroxy-4-octyloxy-4'-chlorobenzophenone OC1=C(C(=O)C2=CC=C(C=C2)Cl)C=CC(=C1)OCCCCCCCC